BrC=1C=CC(=C(C1)C1=CN=C(O1)C(=O)N[C@@H]1C[C@H](N(C1)C(=O)OC(C)(C)C)C)OC(F)(F)F tert-Butyl (2R,4R)-4-(5-(5-bromo-2-(trifluoromethoxy)phenyl)oxazole-2-carboxamido)-2-methylpyrrolidine-1-carboxylate